CN(C(=[Se])N)C 1,1-dimethyl-2-selenourea